N-(2-(dimethylamino)-2-(5-fluoro-1-methyl-1H-indol-3-yl)ethyl)-1H-indole-6-sulfonamide CN(C(CNS(=O)(=O)C1=CC=C2C=CNC2=C1)C1=CN(C2=CC=C(C=C12)F)C)C